1,8-diazaspiro[4.5]decan-2-one N1C(CCC12CCNCC2)=O